ClC1=C(C=CC(=C1)OC1=NC=NC2=CC(=C(C=C12)OC)O)NC(=O)NC1=C(C=CC=C1)OC1=CC=CC=C1 1-(2-chloro-4-((7-hydroxy-6-methoxyquinazolin-4-yl)oxy)phenyl)-3-(2-phenoxyphenyl)urea